4-cyano-4'-pentylazobenzene C(#N)C1=CC=C(C=C1)N=NC1=CC=C(C=C1)CCCCC